COC1=NC=C(C2=C1N=C(S2)NC(=O)C=2N=NN(C2)C)C=2C=NN(C2)C 1-Methyl-1H-[1,2,3]triazole-4-carboxylic acid [4-methoxy-7-(1-methyl-1H-pyrazol-4-yl)-thiazolo[4,5-c]pyridin-2-yl]-amide